C1(CCCCC1)NCC(CS(=O)(=O)O)O 3-(cyclohexylamino)-2-hydroxy-propanesulfonic acid